2-benzyl-2-azaspiro[3.3]heptan-6-yl (2R,6R)-4-[5-(cyclopropanesulfonyl)pyrimidin-2-yl]-2,6-dimethyl-piperazine-1-carboxylate C1(CC1)S(=O)(=O)C=1C=NC(=NC1)N1C[C@H](N([C@@H](C1)C)C(=O)OC1CC2(CN(C2)CC2=CC=CC=C2)C1)C